[NH4+].C(C=C)(=O)C(N(C)C)CS(=O)(=O)O Acryloyldimethyltaurin ammonium